FC1=C(C(=CC=C1)F)[C@H]1N(OCC1)C1=CC(=NC=N1)NC=1C(=CC(=C(C1)NC(C=C)=O)N(C)CCN(C)C)OC N-(5-((6-((S)-3-(2,6-difluorophenyl)isoxazolidine-2-yl)pyrimidine-4-yl)amino)-2-((2-(dimethylamino)ethyl)-(methyl)amino)-4-methoxyphenyl)acrylamide